BrC1(C2CN(CC12C)C(=O)OC(C)(C)C)Br tertbutyl 6,6-dibromo-1-methyl-3-azabicyclo[3.1.0]hexane-3-carboxylate